(2R)-2-amino-N-(6-{[4-cyano-2-(1,1-dimethylethyl)phenyl]oxy}-3-pyridinyl)butanamide N[C@@H](C(=O)NC=1C=NC(=CC1)OC1=C(C=C(C=C1)C#N)C(C)(C)C)CC